Indium-titanium oxide [O-2].[Ti+4].[In+3]